4-nitrophenyl (1-(trifluoromethyl) cyclobutyl) carbonate C(OC1=CC=C(C=C1)[N+](=O)[O-])(OC1(CCC1)C(F)(F)F)=O